6-oxo-1H-pyridin O=C1C=CC=CN1